FC=1C=C(C=C(C1OC1=CC(=CC=C1)OC(F)(F)F)F)CO (3,5-difluoro-4-(3-(trifluoromethoxy)phenoxy)phenyl)methanol